(S)-1-(4-cyanopyridin-2-yl)-N-((S)-1-((3,3-difluorocyclobutyl)formyl)-2,3-dihydro-1H-inden-1-yl)-N-(3-fluorophenyl)-5-oxopyrrolidine-2-carboxamide C(#N)C1=CC(=NC=C1)N1[C@@H](CCC1=O)C(=O)N(C1=CC(=CC=C1)F)[C@]1(CCC2=CC=CC=C12)C(=O)C1CC(C1)(F)F